FC(C)([C@]1(CN(CC1)C(C)(C)C=1C=NC(=CC1)C)CCC=1SC(=CC1)F)NC(=O)NC(C)C |o1:3| 1-(1-fluoro-1-((R or S)-3-(2-(5-fluorothiophen-2-yl)ethyl)-1-(2-(6-methylpyridin-3-yl)propan-2-yl)pyrrolidin-3-yl)ethyl)-3-isopropylurea